C(=CC1=CC=CC=C1)C=CC(=O)[O-].C=CC=C.[Na+] sodium butadiene styreneacrylate